(3-acetyl-5-(1-methyl-2-oxo-1,2-dihydropyrimidin-5-yl)-1H-indazol-1-yl)acetic acid C(C)(=O)C1=NN(C2=CC=C(C=C12)C=1C=NC(N(C1)C)=O)CC(=O)O